C[Si](C1=CC=C(C(=O)O)C=C1)(C)C 4-trimethylsilylbenzoic acid